Cl.Cl.Cl.N1C(=NC2=C1C=CC=C2)CCNCCC=2SC=C(N2)C(=O)NCC2=NC=C(C=C2F)F 2-(2-{[2-(1H-1,3-Benzimidazol-2-yl)ethyl]amino}ethyl)-N-[(3,5-difluoropyridin-2-yl)methyl]-1,3-thiazole-4-carboxamide trihydrochloride